chloromethyl (4-nitrophenyl) carbonate C(OCCl)(OC1=CC=C(C=C1)[N+](=O)[O-])=O